N3,N3-Bis(3-(trimethoxysilyl)propyl)-1,3-propanediamine CO[Si](CCCN(CCCN)CCC[Si](OC)(OC)OC)(OC)OC